CC=1C(=NN(C1C1=CC=CC=C1)C1=CC=CC=C1)C(=O)N 4-methyl-1,5-diphenyl-1H-pyrazole-3-carboxamide